7-methoxyspiro[chromane-2,1'-cyclohexan]-4-one COC1=CC=C2C(CC3(CCCCC3)OC2=C1)=O